BrC=1C=C(C=CC1F)NC(=NO)C1=NON=C1NCCCS(NCC)(=O)=O N-(3-bromo-4-fluorophenyl)-N'-hydroxyl-4-((3-(N-ethylsulfamoyl)-propyl)amino)-1,2,5-oxadiazol-3-formamidine